Cl.O(C1=CC=CC=C1)CCNC1(CC2(C1)CCC2)C(=O)N[C@@H](C)C2=CC=C(C(=O)O)C=C2 4-[(1S)-1-[[2-(2-Phenoxyethylamino)spiro[3.3]heptane-2-carbonyl]amino]ethyl]benzoic acid, hydrochloride